C(C)(=O)O\C=C\CCCCCC\C=C/CCCC (9Z,1E)-tetradeca-9,1-dien-1-yl acetate